ClC1=C(C(=C2C(=N1)N(C(=N2)[Si](C(C)C)(C(C)C)C(C)C)[C@@H]2[C@@H]1[C@H]([C@@H]3[C@H]2OC(O3)(C)C)C1)Cl)C#N 5,7-dichloro-3-((3aR,3bR,4aS,5R,5aS)-2,2-dimethylhexahydrocyclopropa[3,4]cyclopenta[1,2-d][1,3]dioxol-5-yl)-2-(triisopropylsilyl)-3H-imidazo[4,5-b]pyridine-6-carbonitrile